(S)-1-(2-(Benzofuran-5-yl)-5-chlorophenoxy)-N-((6-(3-hydroxypyrrolidin-1-yl)pyridin-2-yl)sulfonyl)cyclopropan-1-carboxamid O1C=CC2=C1C=CC(=C2)C2=C(OC1(CC1)C(=O)NS(=O)(=O)C1=NC(=CC=C1)N1C[C@H](CC1)O)C=C(C=C2)Cl